FC(OC1=CC=C(C=C1)CC(=O)N)(F)F 2-(4-(trifluoromethoxy)phenyl)acetamide